C(#N)C1=CC2=C(C(N(N=C2C(C)C)CC(=O)NC2=NC=CC=N2)=O)S1 (2-cyano-4-isopropyl-7-oxo-thieno[2,3-d]pyridazin-6-yl)-N-pyrimidin-2-yl-acetamide